2-Iodocyclohept-2-en-1-one IC=1C(CCCCC1)=O